COC1=NC=C(C(=C1C)C=1C=CC=2C3=C(C(NC2C1)=O)C=NN3[C@@H]3COCC3)C (S)-7-(2-methoxy-3,5-dimethylpyridin-4-yl)-1-(tetrahydrofuran-3-yl)-1H-pyrazolo[4,3-c]quinolin-4(5H)-one